[1S,4S,7Z,10S,16E,21R]-7-ethylidene-4,21-bis(1-methylethyl)-2-oxa-12,13-dithia-5,8,20,23-tetraazabicyclo[8.7.6]tricos-16-ene-3,6,9,19,22-pentone C(/C)=C/1\C(N[C@H](C(O[C@@H]2/C=C/CCSSC[C@H](C(N1)=O)NC([C@H](NC(C2)=O)C(C)C)=O)=O)C(C)C)=O